L-valyl phosphoramidate P(OC([C@@H](N)C(C)C)=O)([O-])(=O)N